NC1=NC=C(C2=C1C(=NN2[C@@H]2CNCC2)C#CC2=CC1=C(N(C=N1)C1CC1)C=C2)C(C)=O (S)-1-(4-amino-3-((1-cyclopropyl-1H-benzo[d]imidazol-5-yl)ethynyl)-1-(pyrrolidin-3-yl)-1H-pyrazolo[4,3-c]pyridin-7-yl)ethanone